OCC(C)([NH3+])C 1-hydroxy-2-methylpropan-2-aminium